BrC1=CC=C(C=C1)NC1CCC(CC1)N N1-(4-bromophenyl)cyclohexane-1,4-diamine